4-(8-(((4,5-difluoro-1H-benzo[d]imidazol-2-yl)methyl)amino)-6-(4-methylpiperazin-1-yl)imidazo[1,2-b]pyridazin-3-yl)thiophene-2-carbonitrile FC1=C(C=CC=2NC(=NC21)CNC=2C=1N(N=C(C2)N2CCN(CC2)C)C(=CN1)C=1C=C(SC1)C#N)F